methyl (1r,4S)-4-(3-chloroanilino)-2'-[(2S)-3-hydroxy-2-methylpropyl]spiro[cyclohexane-1,1'-indene]-4-carboxylate ClC=1C=C(NC2(CCC3(C(=CC4=CC=CC=C34)C[C@@H](CO)C)CC2)C(=O)OC)C=CC1